6,7-dimethyl-9-(6-methylquinolin-5-yl)-3,9-dihydro-4H-pyrido[3',2':4,5]pyrrolo[2,3-d]pyrimidin-4-one CC1=CC2=C(N(C=3N=CNC(C32)=O)C3=C2C=CC=NC2=CC=C3C)N=C1C